2,2'-methylenebis(tetrahydrofuran) C(C1OCCC1)C1OCCC1